N1CCC(CC1)N1CNC=2C1=NC=CC2 3-(piperidin-4-yl)-1H-imidazo[4,5-b]pyridin